COC1=CC=C(C=C1)S(=O)(=O)N(C(C=CC)=O)C1=CC=CC2=CC=CC=C12 N-((4-methoxyphenyl)sulfonyl)-N-(naphthalen-1-yl)but-2-enamide